FC1=C(C=CC2=CN(N=C12)[C@@H](C(NC1=NC=CC=C1)=O)C1=CC=CC=C1)C=1C=CC(=NC1)N1CCN(CC1)C(=O)OC(C)(C)C |r| tert-Butyl 4-[5-[7-fluoro-2-[(1RS)-2-oxo-1-phenyl-2-(2-pyridylamino)ethyl]indazol-6-yl]-2-pyridyl]piperazine-1-carboxylate